2-((3,5-dicyano-4-ethyl-6-(piperazin-1-yl)pyridin-2-yl)thio)-2-phenylacetamide C(#N)C=1C(=NC(=C(C1CC)C#N)N1CCNCC1)SC(C(=O)N)C1=CC=CC=C1